C(#N)C=1C=C(C=CC1)C=1N=C(SC1C=1C=C(C=2N(C1)C(=CN2)C)C)NC(=O)N2CC1(COC1)C2 N-[4-(3-Cyanophenyl)-5-(3,8-dimethylimidazo[1,2-a]pyridin-6-yl)thiazol-2-yl]-2-oxa-6-azaspiro[3.3]heptane-6-carboxamide